bromobenzoyltrifluoroacetone BrC(C(=O)C(F)(F)F)C(C1=CC=CC=C1)=O